N1CC(C1)N1N=CC(=C1)C=1C=CC=2N(N1)C(=CN2)C2=CC=CC(=N2)NC2CC1(C2)CNCC1 N-(6-(6-(1-(azetidin-3-yl)-1H-pyrazol-4-yl)imidazo[1,2-b]pyridazin-3-yl)pyridin-2-yl)-6-azaspiro[3.4]octan-2-amine